Cl.COC([C@@H](NOCC1=CC=CC=C1)CCCCN)=O.[C] carbon benzyloxylysine methyl ester hydrochloride